O1CCOC2=C1C=CC(=C2)C=2C(=C(C=CC2)C2=CC=C(C(=N2)OC)CN2CC1(COC1)C2)C 6-[[6-[3-(2,3-dihydro-1,4-benzodioxin-6-yl)-2-methyl-phenyl]-2-methoxy-3-pyridyl]methyl]-2-oxa-6-azaspiro[3.3]heptane